Cl.CC=1N=C2N(N=C(C=C2C)C=2C=CC(=C(C2)C2=C(C=CC=C2)O)C=2N=NC(=CC2)C2CN(C2)C)C1 5-(2,8-dimethylimidazo[1,2-b]pyridazin-6-yl)-2-(6-(1-methylazetidin-3-yl)pyridazin-3-yl)phenylphenol hydrochloride